CC1=NNC2=NC=C(C=C21)CN2CC1=C(CC2)C(=CS1)C(=O)NC1=CC(=CC(=C1)C(F)(F)F)OCCN1CCCC1 6-((3-methyl-1H-pyrazolo[3,4-b]pyridin-5-yl)methyl)-N-(3-(2-(pyrrolidin-1-yl)ethoxy)-5-(trifluoromethyl)phenyl)-4,5,6,7-tetrahydrothieno[2,3-c]pyridine-3-carboxamide